C(C)OC(C(\C=C(/C)\OC)=O)=O.FC(C1=CC=C(C=C1)C=1NC2=CC=CC=C2C1CCC(=O)N[C@@H]1C(NC[C@H]1O)=O)F 3-[2-[4-(Difluoromethyl)phenyl]-1H-indol-3-yl]-N-[(3S,4R)-4-hydroxy-2-oxo-pyrrolidin-3-yl]propanamide ethyl-(E)-4-methoxy-2-oxo-pent-3-enoate